Hexafluoro-2-propanol OC(C(F)(F)F)C(F)(F)F